3-fluoro-4-(4-fluorophenoxy)aniline FC=1C=C(N)C=CC1OC1=CC=C(C=C1)F